C(C)(C)(C)OC(=O)N[C@H](C(=O)O)CC=1C=NC(=CC1)OC (S)-2-((tert-Butoxycarbonyl)amino)-3-(6-methoxypyridin-3-yl)propanoic acid